OC(C(=O)NC1=NC(=CC(=C1)C=1C=C(C=CC1C)NC(=O)N1C[C@@H](CC1)CC(F)(F)F)N1CCOCC1)(C)C (3S)-N-[3-[2-(2-hydroxy-2-methylpropanamido)-6-(morpholin-4-yl)pyridin-4-yl]-4-methylphenyl]-3-(2,2,2-trifluoroethyl)pyrrolidine-1-carboxamide